2-[6-(5-chloro-2-{[(2R)-1-hydroxypropan-2-yl]amino}pyrimidin-4-yl)-1-oxo-2,3-dihydro-1H-isoindol-2-yl]-N-[(1R)-1-(3-methoxyphenyl)ethyl]acetamide ClC=1C(=NC(=NC1)N[C@@H](CO)C)C1=CC=C2CN(C(C2=C1)=O)CC(=O)N[C@H](C)C1=CC(=CC=C1)OC